isopropyl-p-methoxycinnamic acid C(C)(C)C(C(=O)O)=CC1=CC=C(C=C1)OC